FC=1C=CC2=C(N=C(S2)N)C1F difluorobenzo[d]thiazol-2-amine